(R)-3-(3-((5-(oxazol-2-yl)-1H-pyrrolo[2,3-b]pyridin-4-yl)amino)piperidin-1-yl)-3-oxopropanenitrile O1C(=NC=C1)C=1C(=C2C(=NC1)NC=C2)N[C@H]2CN(CCC2)C(CC#N)=O